C(CCCCCCCCCCCCCCCCCCCCCCCCCCCCCCCC)(=O)OCCCCCCCCCCCC lauryl tritriacontanoate